C(C=C)(=O)OCCOC1C=CC=C1 2-(cyclopenta-2,4-dien-1-yloxy)ethyl acrylate